C(C)C(COC(C(C(=O)OCC(=C)CC)(CCC)CC=C)=O)=C 2-allyl-2-propyl-malonic acid bis(2-ethyl-2-propenyl) ester